Biphenyl-2-ylcarbamic Acid 1-(2-{[4-(4-Diethylcarbamoylpiperidin-1-ylmethyl)-2-fluorobenzoyl]methylamino}ethyl)piperidin-4-yl Ester C(C)N(C(=O)C1CCN(CC1)CC1=CC(=C(C(=O)N(CCN2CCC(CC2)OC(NC2=C(C=CC=C2)C2=CC=CC=C2)=O)C)C=C1)F)CC